C1(CC1)C1=C(C=NC(=C1)C(NC=1C(=C(C=CC1)C1=C(C(=CC=C1)NC(C1=NC=C(C(=C1)C1CC1)CN[C@@H](CO)C)=O)C)C)=O)CN[C@H](CO)C(=O)OCC Ethyl ((4-cyclopropyl-6-((3'-(4-cyclopropyl-5-((((R)-1-hydroxypropan-2-yl)amino)methyl)picolinamido)-2,2'-dimethyl-[1,1'-biphenyl]-3-yl)carbamoyl)pyridin-3-yl)methyl)-D-serinate